1-[3-(benzyloxy)propyl]-3-methyl-1H-pyrazole-5-carboxylic acid ethyl ester C(C)OC(=O)C1=CC(=NN1CCCOCC1=CC=CC=C1)C